(2S,4R)-2-(5-Chlorobenzo[d]thiazol-2-yl)-4-hydroxypyrrolidine-1-carboxylic acid tert-butyl ester C(C)(C)(C)OC(=O)N1[C@@H](C[C@H](C1)O)C=1SC2=C(N1)C=C(C=C2)Cl